FC1(C2=CC(=CC=C2C=2C=CC(=CC12)C1=NNC(O[C@H]1C)=O)C)F (S)-5-(9,9-difluoro-7-methyl-9H-fluoren-2-yl)-6-methyl-3,6-dihydro-2H-1,3,4-oxadiazin-2-one